pentane bis(trifluoromethanesulfonyl)imide [N-](S(=O)(=O)C(F)(F)F)S(=O)(=O)C(F)(F)F.CCCCC